NCC(=O)N[C@@H](C(C)C)C(=O)N[C@@H](C)C(=O)O glycyl-L-valyl-L-alanine